CC1(N(CCNC1)C1=NC=CN=C1)C dimethyl-3,4,5,6-tetrahydro-2H-[1,2']bipyrazinyl